ClC=1C=CC2=C(CCC=3C(=NC=CC3)C2=C2CCNCC2)C1 8-chloro-6,11-dihydro-11-(4-piperidinylidene)-5H-benzo[5,6]cyclohepta[1,2-b]pyridine